1-(3-((4,4-bis(((Z)-oct-5-en-1-yl) oxy) butanoyl) oxy)-2-(((4-(((2-(pyrrolidin-1-yl) ethyl) carbamoyl) oxy) decanoyl) oxy) methyl) propyl) suberate C(CCCCCCC(=O)[O-])(=O)OCC(COC(CCC(OCCCC\C=C/CC)OCCCC\C=C/CC)=O)COC(CCC(CCCCCC)OC(NCCN1CCCC1)=O)=O